N-methyl-8-[2-(4-pyridyl)pyrido[3,4-d]pyrimidin-4-yl]-2,8-diazaspiro[4.5]decane-3-carboxamide CNC(=O)C1NCC2(C1)CCN(CC2)C=2C1=C(N=C(N2)C2=CC=NC=C2)C=NC=C1